CC=1SC(=C(N1)C)CN1C(N(C(C2=C1SC(=C2)S(=O)(=O)NC2(CC2)C)=O)CC=2C=NN(C2)CCOC)=O 1-((2,4-dimethylthiazol-5-yl)methyl)-3-((1-(2-methoxyethyl)-1H-pyrazol-4-yl)methyl)-N-(1-methylcyclopropyl)-2,4-dioxo-1,2,3,4-tetrahydrothieno[2,3-d]pyrimidine-6-sulfonamide